C(C)N(C=1N2C=C(C=C2C=C(C1C)C#N)C1=CC=NN1C)C1CCOCC1 5-(ethyl-(tetrahydro-2H-pyran-4-yl)amino)-6-methyl-2-(1-methyl-1H-pyrazol-5-yl)indolizine-7-carbonitrile